ClC=1C=NC(=C(C(=O)NC2CCC(CC2)CN2C(C(C3=CC(=CC=C23)F)(O)C2=CC(=NC=C2F)OC)=O)C1)C(F)F 5-chloro-2-(difluoromethyl)-N-((1r,4r)-4-((5-fluoro-3-(5-fluoro-2-methoxypyridin-4-yl)-3-hydroxy-2-oxoindolin-1-yl)methyl)cyclohexyl)nicotinamide